3-((5-(5-(difluoromethyl)-1,3,4-oxadiazole-2-yl)pyridine-2-yl)methyl)-5-fluoro-6-(piperidine-4-yl)benzo[d]oxazole-2(3H)-one FC(C1=NN=C(O1)C=1C=CC(=NC1)CN1C(OC2=C1C=C(C(=C2)C2CCNCC2)F)=O)F